4-((2-(4,4-Difluoropiperidin-1-yl)-6-methylpyrimidin-4-yl)amino)-N-(3-methyloxetan-3-yl)-5-(6-azaspiro[2.5]octan-6-yl)quinazoline-7-sulfonamide FC1(CCN(CC1)C1=NC(=CC(=N1)NC1=NC=NC2=CC(=CC(=C12)N1CCC2(CC2)CC1)S(=O)(=O)NC1(COC1)C)C)F